FC=1C=C(C(=NC1)OC)S(=O)(=O)NC1=C(C(=NC=C1)COC=1C=C2C(=NC1)NN=C2C)F 5-fluoro-N-[3-fluoro-2-[([3-methyl-1H-pyrazolo[3,4-b]pyridin-5-yl]oxy)methyl]pyridin-4-yl]-2-methoxypyridine-3-sulfonamide